4-(naphthalen-1-ylmethyl)-1-(2-(pyrimidin-4-yl)nicotinoyl)piperidine-4-carbonitrile C1(=CC=CC2=CC=CC=C12)CC1(CCN(CC1)C(C1=C(N=CC=C1)C1=NC=NC=C1)=O)C#N